COC=1C=C2C(=CC=NC2=CC1OC)NC1=CC=C(C=C1)NC(=O)NC1=CC(=CC=C1)I 1-(4-((6,7-dimethoxyquinolin-4-yl)amino)phenyl)-3-(3-iodophenyl)urea